3-bromo-1-(3,5-dichloro-2-pyridinyl)-1H-pyrazole-5-carboxylic acid BrC1=NN(C(=C1)C(=O)O)C1=NC=C(C=C1Cl)Cl